tributyl(cyclopropyl)-λ4-stannane C(CCC)[Sn](C1CC1)(CCCC)CCCC